2-hydrazono-1-(4-(2-methoxybenzyl)piperazin-1-yl)-2-(1-phenethylpiperidin-4-yl)ethan-1-one (S)-4-fluoroquinuclidin-3-yl-(S)-1-(4-fluorophenyl)-3,4-dihydroisoquinoline-2(1H)-carboxylate FC12[C@H](CN(CC1)CC2)OC(=O)N2[C@H](C1=CC=CC=C1CC2)C2=CC=C(C=C2)F.N(N)=C(C(=O)N2CCN(CC2)CC2=C(C=CC=C2)OC)C2CCN(CC2)CCC2=CC=CC=C2